N-(1-((4-chloro-1-oxo-1,2-dihydroisoquinolin-5-yl)sulfonyl)-6-cyanoindol-4-yl)acetamide Methyl-3-(methylthio)-1,2,4-triazine-6-carboxylate COC(=O)C1=CN=C(N=N1)SC.ClC1=CNC(C2=CC=CC(=C12)S(=O)(=O)N1C=CC2=C(C=C(C=C12)C#N)NC(C)=O)=O